CNC(=O)C1CCNCC1 N-methylpiperidin-4-carboxamid